FC=1C=C(C=NC1C)NC(=O)C1(CCN(CC1)C(=O)OC(C)(C)C)C tert-butyl 4-[N-(5-fluoro-6-methylpyridin-3-yl)carbamoyl]-4-methylpiperidine-1-carboxylate